tert-butyl 7-[6-(trifluoromethyl)pyridin-2-yl]-2,7-diazaspiro[4.5]decane-2-carboxylate FC(C1=CC=CC(=N1)N1CC2(CCN(C2)C(=O)OC(C)(C)C)CCC1)(F)F